NC1=NC(=C(C=2C1=CN(N2)CC2=NN(C=C2)C)C2=NC=NC=C2)C=2C=C(C#N)C=CC2 3-(4-amino-2-((1-methyl-1H-pyrazol-3-yl)methyl)-7-(pyrimidin-4-yl)-2H-pyrazolo[4,3-c]pyridin-6-yl)benzonitrile